C(=O)O.NCCCOCCNC(C1=C(C=C(C=C1)NC=1C=2N(C=CN1)C(=CN2)C=2C(=NN(C2)CC(F)F)C(F)(F)F)CC)=O N-(2-(3-aminopropoxy)ethyl)-4-((3-(1-(2,2-difluoroethyl)-3-(trifluoromethyl)-1H-pyrazol-4-yl)imidazo[1,2-a]pyrazin-8-yl)amino)-2-ethylbenzamide formate